CN(C=CC#N)C 3-(dimethylamino)acrylonitrile